C(C1=CC=CC=C1)C=1NC(=NN1)C(=O)NC1=NC=CC(=C1)C1=C(C=CC(=C1)OCCCC(C)C#N)C 5-benzyl-N-(4-(5-((4-cyanopentyl)oxy)-2-methylphenyl)pyridin-2-yl)-4H-1,2,4-triazole-3-carboxamide